5-[(1S)-1-methoxyethyl]-1-phenyl-1H-pyrazole-4-carboxylic acid CO[C@@H](C)C1=C(C=NN1C1=CC=CC=C1)C(=O)O